β-cycloPropyl-L-alanine C1(CC1)C[C@H](N)C(=O)O